2-ethylhexyl azelaate C(CCCCCCCC(=O)[O-])(=O)OCC(CCCC)CC